FC(C(=O)N1CCC2=C(CC1)C1=C(O2)C=CC=C1)(F)F N-(trifluoroacetyl)-2,3,4,5-tetrahydro-1H-benzofuro[2,3-d]azepine